racemic-(Z)-3-((3-butyl-7-(ethylthio)-1,1-dioxido-5-phenyl-2,3,4,5-tetrahydro-1,5-benzothiazepin-8-yl)oxy)-2-fluoroacrylic acid C(CCC)C1CS(C2=C(N(C1)C1=CC=CC=C1)C=C(C(=C2)O\C=C(\C(=O)O)/F)SCC)(=O)=O